ClC1=C(OC=2C=CC3=C(COC(N3)=O)C2)C(=CC(=C1)[N+](=O)[O-])Cl 6-(2,6-dichloro-4-nitro-phenoxy)-1,4-dihydro-3,1-benzoxazin-2-one